Cl.N[C@@H]1[C@@H](OCC12CCN(CC2)C=2C(=NC(=C(N2)C)SC2=C(C=1N(C=C2)C=C(N1)C1=CC=C(C=C1)N)Cl)CO)C (3-((3S,4S)-4-amino-3-methyl-2-oxa-8-azaspiro[4.5]decan-8-yl)-6-((2-(4-aminophenyl)-8-chloroimidazo[1,2-a]pyridin-7-yl)thio)-5-methylpyrazin-2-yl)methanol hydrochloride